N-(1-carboxyethyl)iminodiacetic acid trisodium [Na].[Na].[Na].C(=O)(O)C(C)N(CC(=O)O)CC(=O)O